BrCC1=CNC=C1 3-bromomethyl-pyrrole